N[C@H]1[C@@H]2N(C[C@H]1CC2)C(=O)C2=CC1=C(N(C(=N1)C1=CC=3C=4N1[C@H](CNC4C=CC3)C(C)C)C)C(=C2)F ((1R,4R,7R)-7-amino-2-azabicyclo[2.2.1]heptan-2-yl)(7-fluoro-2-((S)-3-isopropyl-2,3-dihydro-1H-pyrrolo[1,2,3-de]quinoxalin-5-yl)-1-methyl-1H-benzo[d]imidazol-5-yl)methanone